C1(=CC=CC=C1)S(F)(F)(F)(F)Cl Phenyl-tetrafluoro-λ6-sulfanyl chloride